(S)-N-(2,6-dimethylpyrimidin-4-yl)-5-[5-(1,1-dioxothiazinan-4-yl)oxy-2-methyl-4-pyridyl]pyrazolo[1,5-a]pyridin-2-amine CC1=NC(=CC(=N1)NC1=NN2C(C=C(C=C2)C2=CC(=NC=C2O[C@@H]2CNS(CC2)(=O)=O)C)=C1)C